cyano-β-hydroxy-β-methyl-N-(2,5-dibromophenyl)acrylamide C(#N)C(C(=O)NC1=C(C=CC(=C1)Br)Br)=C(C)O